ClC1=C(C=C2C=C(N=CC2=C1)NC(=O)C1C(C1)C(F)F)C1CCN(CC1)[C@@]1(COC[C@@H]1O)C N-(7-chloro-6-(1-((3R,4R)-4-hydroxy-3-methyltetrahydrofuran-3-yl)piperidin-4-yl)isoquinolin-3-yl)-2-(difluoromethyl)cyclopropane-1-carboxamide